6-[5-chloro-2-({8-oxabicyclo[3.2.1]octan-3-yl}amino)pyrimidin-4-yl]-2-[2-oxo-2-(1,2,3,4-tetrahydroisoquinolin-2-yl)ethyl]-2,3-dihydro-1H-isoindol-1-one ClC=1C(=NC(=NC1)NC1CC2CCC(C1)O2)C2=CC=C1CN(C(C1=C2)=O)CC(N2CC1=CC=CC=C1CC2)=O